(S)-1-ethyl-N-((S)-1-(4-(4-isopropyl-5-(8-methoxy-[1,2,4]triazolo[1,5-a]pyridin-6-yl)-1H-pyrazol-3-yl)phenyl)ethyl)-N-methylazetidine-2-carboxamide C(C)N1[C@@H](CC1)C(=O)N(C)[C@@H](C)C1=CC=C(C=C1)C1=NNC(=C1C(C)C)C=1C=C(C=2N(C1)N=CN2)OC